C1(=CC=CC=C1)C1=NC(=NC2=CC=CC=C12)N1C=2C=CC=CC2C2=C3C(=C4C(=C12)SC1=C4C=CC=C1)C=CC=C3 14-(4-phenylquinazolin-2-yl)-14H-benzo[c]benzo[4,5]thieno[2,3-a]carbazole